F[C@H]1[C@@H](NCCN(C1)C)C=1C=2N(C=CC1)C(=C(N2)C#CCNC2=C(C=C(C=C2)S(=O)(=O)C)OC)CC(F)(F)F N-(3-(8-((5S,6R)-6-fluoro-1-methyl-1,4-diazepan-5-yl)-3-(2,2,2-trifluoroethyl)imidazo[1,2-a]pyridin-2-yl)prop-2-yn-1-yl)-2-methoxy-4-(methylsulfonyl)aniline